CC1=C(OC2=C(C=C(C=C2C1=O)C)[C@@H](C)NC=1C(=NC(=CC1)F)C(=O)NS(=O)(=O)C)C=1C=NC=CC1 3-[[(1R)-1-[3,6-Dimethyl-4-oxo-2-(3-pyridyl)chromen-8-yl]ethyl]amino]-6-fluoro-N-methylsulfonyl-pyridine-2-carboxamide